(3R,7S)-2-(3,4-dichlorobenzoyl)-9-(1-(4-fluoropyridin-2-yl)ethyl)-7-(hydroxymethyl)-3-methyl-1,2,3,4,8,9-hexahydropyrido[4',3':3,4]pyrazolo[1,5-a]pyrazin-10(7H)-one ClC=1C=C(C(=O)N2CC=3C(=NN4C3C(N(C[C@H]4CO)C(C)C4=NC=CC(=C4)F)=O)C[C@H]2C)C=CC1Cl